C(#N)C=1C=NN2C1C(=CC(=C2)C=2C=NN(C2)C2CCN(CC2)C(=O)N2C1CN(CC2C1)C(=O)OC(C)(C)C)OC tert-butyl 6-(4-(4-(3-cyano-4-methoxypyrazolo[1,5-a]pyridin-6-yl)-1H-pyrazol-1-yl)piperidine-1-carbonyl)-3,6-diazabicyclo[3.1.1]heptane-3-carboxylate